uranium ethyl acetate C(C)(=O)OCC.[U]